N-hydroxy-2-(4-(1,1,2,2-tetrafluoroethoxy)phenyl)acetimidamide ONC(CC1=CC=C(C=C1)OC(C(F)F)(F)F)=N